5-(3-((1-methylpiperidin-4-yl)ethynyl)phenoxy)-1H-1,2,3-triazole-4-carboxylic acid CN1CCC(CC1)C#CC=1C=C(OC2=C(N=NN2)C(=O)O)C=CC1